FC1=C(C=CC(=C1)OC)C1=NOC(=C1)NC1=NC(=NC=C1)N1CC(OCC1)C 3-(2-fluoro-4-methoxyphenyl)-N-(2-(2-methylmorpholino)pyrimidin-4-yl)isoxazol-5-amine